NC1=CC=C(C=C1)C1=CC=CC(=C1)C1=CC=C(C=C1)N 1,5-bis(4-aminophenyl)benzene